CC1=CC=C(C=C1)S(=O)(=O)O.CNCC(=O)O methyl-glycine p-toluenesulfonate